tert-butyl 1-oxo-3-(2-(4-(p-tolyl) piperazin-1-yl) ethyl)-2-oxa-8-azaspiro[4.5]decane-8-carboxylate O=C1OC(CC12CCN(CC2)C(=O)OC(C)(C)C)CCN2CCN(CC2)C2=CC=C(C=C2)C